tert-Butyl (2S,3S)-3-(4-(4,6-dichloro-7H-pyrrolo[2,3-d]pyrimidin-7-yl)phenyl)-2-methylmorpholine-4-carboxylate ClC=1C2=C(N=CN1)N(C(=C2)Cl)C2=CC=C(C=C2)[C@@H]2N(CCO[C@H]2C)C(=O)OC(C)(C)C